C1N(CC12CCOCC2)C2=C1C=CN(C(C1=CN=C2)=O)CC=2N=C1N(C=C(C=C1)CN1CCC(CC1)C(F)(F)F)C2 5-{7-oxa-2-azaspiro[3.5]nonan-2-yl}-2-[(6-{[4-(trifluoromethyl)piperidin-1-yl]methyl}imidazo[1,2-a]pyridin-2-yl)methyl]-1,2-dihydro-2,7-naphthyridin-1-one